C(C1=CC=CC=C1)N1C(OC(C1)C1=C(N=NN1C)C1=CC=C(O[C@@H]2C[C@H](CCC2)C(=O)O)C=C1)=C=O (1S,3S)-3-(4-(5-(3-benzyl-2-carbonyloxazolidin-5-yl)-1-methyl-1H-1,2,3-triazol-4-yl)phenoxy)cyclohexane-1-carboxylic acid